1-(1-(4-methoxybenzyl)-2-oxo-1,2-dihydrobenzo[cd]indol-6-yl)cyclopropyl-2-methyl-5-(4-methylpiperazin-1-yl)benzamide COC1=CC=C(CN2C(C3=C4C(C(=CC=C24)C2(CC2)C=2C(=C(C(=O)N)C=C(C2)N2CCN(CC2)C)C)=CC=C3)=O)C=C1